CN1N=CC=C1C(=O)N[C@@H]1CCC2=CC(=CC=C12)C1=NC(=NO1)C (R)-1-methyl-N-(5-(3-methyl-1,2,4-oxadiazol-5-yl)-2,3-dihydro-1H-inden-1-yl)-1H-pyrazole-5-carboxamide